N1=NN=C2C=C(C=C12)S(=O)(=O)[O-] Triazapentalene-5-sulfonate